C(C)(C)(C)C1=NOC(=N1)C(=O)NCC1=C(C=C(C=C1)C=1C2=C(N=CN1)NC(=C2)C2=CC=C(C=C2)C2CCNCC2)C 3-(tert-butyl)-N-(2-methyl-4-(6-(4-(piperidin-4-yl)phenyl)-7H-pyrrolo[2,3-d]pyrimidin-4-yl)benzyl)-1,2,4-oxadiazole-5-carboxamide